N2-ethyl-5-fluoro-N4-(5-{[(2S,5R)-4-(2-methoxyethyl)-2,5-dimethylpiperazin-1-yl]carbonyl}-6,6-dimethyl-1,4,5,6-tetrahydropyrrolo[3,4]pyrazol-3-yl)pyrimidine-2,4-diamine C(C)NC1=NC=C(C(=N1)NC1=NNC2=C1CN(C2(C)C)C(=O)N2[C@H](CN([C@@H](C2)C)CCOC)C)F